C(C)C1=C(N=C2N1C=C(C=N2)F)C(=O)OCCOCCCC 2-butoxyethanol ethyl-6-fluoroimidazo[1,2-a]pyrimidine-2-carboxylate